11-(2,6-bis(undec-10-en-1-yloxy)phenoxy)undecan-1-ol C(CCCCCCCCC=C)OC1=C(OCCCCCCCCCCCO)C(=CC=C1)OCCCCCCCCCC=C